2-(6-chloro-2-(trifluoromethoxy)pyridin-3-yl)-5-methyl-1H-pyrrole-3-carboxylic acid methyl ester COC(=O)C1=C(NC(=C1)C)C=1C(=NC(=CC1)Cl)OC(F)(F)F